C12N(CCCCC2C1)C=1C2=C(N=C(N1)Cl)C(=C(N=C2)Cl)F 4-(2-Azabicyclo[5.1.0]octan-2-yl)-2,7-dichloro-8-fluoropyrido[4,3-d]pyrimidine